6-amino-2-mercaptopyrimidine-4-ol NC1=CC(=NC(=N1)S)O